2-(2-(cyclopropanesulfonamido)thiazol-4-yl)-N-(4-(6-isopropoxypyrazin-2-yl)phenyl)butanamide C1(CC1)S(=O)(=O)NC=1SC=C(N1)C(C(=O)NC1=CC=C(C=C1)C1=NC(=CN=C1)OC(C)C)CC